NC1=CC=C(C(=N1)C1=C(C=C2C(=NC(=NC2=C1)OCC1N(CC(C1)OCC)C)N1CCN(CC1)C(C=C)=O)Cl)C(F)(F)F 1-(4-(7-(6-amino-3-(trifluoromethyl)pyridin-2-yl)-6-chloro-2-((4-ethoxy-1-methylpyrrolidin-2-yl)methoxy)quinazolin-4-yl)piperazin-1-yl)prop-2-en-1-one